(rac)-((1s,3s)-3-Hydroxy-3-methylcyclobutyl)(6-(3-(trifluoromethyl)phenyl)-2-azaspiro[3.4]octan-2-yl)methanon OC1(CC(C1)C(=O)N1CC2(C1)C[C@@H](CC2)C2=CC(=CC=C2)C(F)(F)F)C |r|